aminodiphenylsulfone C1=CC=C(C=C1)S(=O)(=O)C2=CC=CC=C2N